beta-hydroxy-3-ethoxy-androstane-3,5-diene OCCOC1=CC2=CC[C@H]3[C@@H]4CCC[C@@]4(C)CC[C@@H]3[C@]2(CC1)C